CC1=CC=CC(=N1)CN (6-methylpyridin-2-yl)methanamine